C1OC[C@@]2([C@H]1CNC2)CN |r| (+/-)-1-[(3aS,6aS)-hexahydro-1H-furo[3,4-c]pyrrol-3a-yl]methanamine